CN(CCCNC1=NC2=C(C3=CN=CC=C13)C=C(N2)C(=O)O)C 5-((3-(dimethylamino)propyl)amino)-7H-pyrrolo[2,3-c][2,6]naphthyridine-8-carboxylic Acid